FC1=C(C=CC=C1)C1=CC(=CN1S(=O)(=O)C1=CC(=CC=C1)NS(=O)(=O)C1=COC=C1)CN(C(OC(C)(C)C)=O)C tert-butyl N-{[5-(2-fluorophenyl)-1-[3-(furan-3-sulfonylamino) benzenesulfonyl]-1H-pyrrol-3-yl] methyl}-N-methylcarbamate